NC1=C(C=CC=C1)C#N o-aminobenzenenitrile